(S)-4-((4-cyanophenyl)sulfonamido)-N-(3,3-dimethylbutan-2-yl)-3-(2-(methoxymethyl)pyridin-3-yl)-1-methyl-1H-pyrazole-5-carboxamide C(#N)C1=CC=C(C=C1)S(=O)(=O)NC=1C(=NN(C1C(=O)N[C@@H](C)C(C)(C)C)C)C=1C(=NC=CC1)COC